3-(4-((4-(((hexahydro-2,5-methanopentalen-3a(1H)-yl)amino)methyl)benzyl)oxy)-1-oxoisoindolin-2-yl)piperidine-2,6-dione C1C2CC3(CC(CC13)C2)NCC2=CC=C(COC1=C3CN(C(C3=CC=C1)=O)C1C(NC(CC1)=O)=O)C=C2